(R)-(4-((1-cyclohexylethyl)carbamoyl)phenyl)boronic acid C1(CCCCC1)[C@@H](C)NC(=O)C1=CC=C(C=C1)B(O)O